5-[[3-cyclopropyl-5-(isobutylsulfamoyl)-7,8-dihydro-6H-cyclopenta[g]isoquinolin-7-yl]amino]pyridine-2-carboxylic acid, hydrochloride Cl.C1(CC1)C=1N=CC2=CC3=C(C(=C2C1)S(NCC(C)C)(=O)=O)CC(C3)NC=3C=CC(=NC3)C(=O)O